C(C)OC(C(CC(C)C)N1C(C(=C(C(=C1)\C=C\OCC)C(F)(F)F)F)=O)=O (E)-2-(5-(2-ethoxyvinyl)-3-fluoro-2-oxo-4-(trifluoromethyl)pyridin-1(2H)-yl)4-methylpentanoic acid ethyl ester